2-(4,6-bis(4-aminophenoxy)-1,3,5-triazin-2-yl)-5,5-dimethyl-1,3,2-dioxaphosphorinane 2-oxide NC1=CC=C(OC2=NC(=NC(=N2)OC2=CC=C(C=C2)N)P2(OCC(CO2)(C)C)=O)C=C1